N-(6-Phenylaminopyridazin-4-yl)-2-(2-chloro-3-fluorophenyl)acetamide C1(=CC=CC=C1)NC1=CC(=CN=N1)NC(CC1=C(C(=CC=C1)F)Cl)=O